ClC1=CC=C(C=C1)NC(NCCCC1=CC=CC=C1)=O 3-(4-Chlorophenyl)1-(3-phenylpropyl)urea